2-(methylamino)-5-nitronicotinic acid CNC1=C(C(=O)O)C=C(C=N1)[N+](=O)[O-]